N-[3-(trimethoxysilyl)propyl]allylamine CO[Si](CCCNCC=C)(OC)OC